(R)-3-(hexadecyloxy)-2-hydroxypropyl 4-methylbenzenesulfonate (R)-oxiran-2-ylmethyl-4-methylbenzenesulfonate O1[C@H](C1)COS(=O)(=O)C1=CC=C(C=C1)C.CC1=CC=C(C=C1)S(=O)(=O)OC[C@@H](COCCCCCCCCCCCCCCCC)O